N1=CC=CC=2C(=CC=CC12)O 5-Chinolinol